Cl.FC(C1=CC(=NC=C1)CN1N=CC(=C1)CN)(F)F (1-((4-(trifluoromethyl)pyridin-2-yl)methyl)-1H-pyrazol-4-yl)methylamine hydrochloride